3-thia-pentadecanol C(CSCCCCCCCCCCCC)O